pentadec-1-ene-4-carboxylate C=CCC(CCCCCCCCCCC)C(=O)[O-]